ClC=1C(=C(C(=C(C1)[C@@H](C)O)OCC)[C@H]1C(C(NC1)=O)C(=O)O)F (4R)-4-(3-chloro-6-ethoxy-2-fluoro-5-((R)-1-hydroxyethyl)phenyl)-2-oxopyrrolidine-3-carboxylic acid